C(C)(C)(C)OC(=O)N1CC2=CC(=CC=C2CC1)OCC1=CC=C(C=C1)C 7-((4-Methylbenzyl)oxy)-3,4-dihydroisoquinoline-2(1H)-carboxylic acid tert-butyl ester